ClC1=NC(=NC(=N1)N(C1CC1)C1CC1)N 6-chloro-N,N-bis[(R)-cyclopropan-2-yl]-1,3,5-triazine-2,4-diamine